tert-Butyl 2-[4-[[1-[3-(2,4-dioxohexahydropyrimidin-1-yl)-4-methoxy-benzoyl]-4-piperidyl]methyl]-1-piperidyl]acetate O=C1N(CCC(N1)=O)C=1C=C(C(=O)N2CCC(CC2)CC2CCN(CC2)CC(=O)OC(C)(C)C)C=CC1OC